COCOC1=C(C=CC(=C1)C=1C=NNC1)C1=CC=C(N=N1)N(C1C[C@]2(CC[C@@](C1)(N2C(=O)OC(C)(C)C)C)C)C tert-butyl (1R,3s,5S)-3-((6-(2-(methoxymethoxy)-4-(1H-pyrazol-4-yl)phenyl)pyridazin-3-yl) (methyl)amino)-1,5-dimethyl-8-azabicyclo[3.2.1]octane-8-carboxylate